CC=1C=NSC1C(=O)N 4-methylisothiazole-5-carboxamide